methyl (S)-2-(3-fluoro-4-nitrophenyl)propanoate FC=1C=C(C=CC1[N+](=O)[O-])[C@@H](C(=O)OC)C